(2R,3R)-2-amino-3-(cyclohexylmethoxy)-1-(piperidin-1-yl)butan-1-one N[C@@H](C(=O)N1CCCCC1)[C@@H](C)OCC1CCCCC1